6,7-Diethoxy-N-[4-(1,2-oxazol-3-yl)phenyl]isoquinolin-1-amine C(C)OC=1C=C2C=CN=C(C2=CC1OCC)NC1=CC=C(C=C1)C1=NOC=C1